N-(6-fluoro-1H-indol-3-yl)-N-(2,2,2-trifluoroethyl)-1H-indazole-3,6-dicarboxamide FC1=CC=C2C(=CNC2=C1)N(C(=O)C1=NNC2=CC(=CC=C12)C(=O)N)CC(F)(F)F